sodium maleic acid salt C(\C=C/C(=O)[O-])(=O)[O-].[Na+].[Na+]